C(C=O)=O ethanedial